((7R)-7-amino-2-azabicyclo[2.2.1]hept-2-yl)(2-(1-(cyclopropylmethyl)-6-(2-fluoro-3-hydroxyphenyl)-1H-pyrrolo[2,3-b]pyridin-2-yl)-4-fluoro-3-methylpyrazolo[1,5-a]pyridin-6-yl)methanone N[C@H]1C2N(CC1CC2)C(=O)C=2C=C(C=1N(C2)N=C(C1C)C1=CC=2C(=NC(=CC2)C2=C(C(=CC=C2)O)F)N1CC1CC1)F